6-(3-amino-5-fluoro-6-(4-(4-isopropylpiperazin-1-yl)phenyl)pyrazin-2-yl)-4-chloro-8-fluoroisoquinolin-1(2H)-one NC=1C(=NC(=C(N1)F)C1=CC=C(C=C1)N1CCN(CC1)C(C)C)C=1C=C2C(=CNC(C2=C(C1)F)=O)Cl